2,4-dihydroxy-5-isopropyl-N-methyl-N-phenylbenzamide OC1=C(C(=O)N(C2=CC=CC=C2)C)C=C(C(=C1)O)C(C)C